C(CCCCCCCCCCC)(=O)OC[C@H](CC(=O)N[C@H](C(=O)N(CC1=CC=CC2=CC=CC=C12)CC(OCC)OCC)CC1=CC=C(C=C1)OC(C)(C)C)NC(=O)NCC1=CC=CC=C1 (S)-2-(3-benzylureido)-4-((S)-3-(4-tert-butoxyphenyl)-1-((2,2-diethoxyethyl) (naphthalen-1-ylmethyl)amino)-1-oxopropan-2-ylamino)-4-oxobutyl dodecanoate